N(C)CC(=O)OCCCCCCCCCCCC dodecyl sarcosinate